5-(Methylamino)-6-(1-methylbenzimidazol-4-yl)-3-[[3-methyl-1-(1-methyl-4-piperidyl)pyrazol-4-yl]amino]pyrazin-2-carboxamid CNC=1N=C(C(=NC1C1=CC=CC=2N(C=NC21)C)C(=O)N)NC=2C(=NN(C2)C2CCN(CC2)C)C